(1-t-butoxycarbonyl-1H-pyrrol-2-yl)boronic acid C(C)(C)(C)OC(=O)N1C(=CC=C1)B(O)O